1-isopropyl-3,3,5-trimethyl-8-[[(1R)-1-[3-(1,1-difluoro-2-hydroxy-2-methyl-propyl)phenyl]ethyl]amino]pyrrolo[2,3-g]phthalazin-2-one C(C)(C)N1C(C(C=2C1=CC=1C(=NN=C(C1C2)C)N[C@H](C)C2=CC(=CC=C2)C(C(C)(C)O)(F)F)(C)C)=O